CN1N=C2N=C(N=C(C2=C1)NC1=C(C(=O)NC2=CC(=CC=C2)C(F)(F)F)C=CC=C1)C1=NC=CN=C1 (2-methyl-6-(pyrazin-2-yl)-2H-pyrazolo[3,4-d]pyrimidin-4-yl)amino-N-(3-(trifluoromethyl)phenyl)benzamide